9-((benzyl(methyl)amino)methyl)-3-azaspiro[5.5]undecan-3-Carboxylic acid tert-butyl ester C(C)(C)(C)OC(=O)N1CCC2(CC1)CCC(CC2)CN(C)CC2=CC=CC=C2